C(C)O/C=C/C1=C(SC(=C1)C1=CC=C(C=C1)C1CCN(CC1)C)C(=O)OC methyl (E)-3-(2-ethoxyvinyl)-5-(4-(1-methylpiperidin-4-yl)phenyl)thiophene-2-carboxylate